CN(C(OC(C)(C)C)=O)CCOCCOCCOC\C=C\B1OC(C(O1)(C)C)(C)C Tert-butyl (E)-methyl(2-(2-(2-((3-(4,4,5,5-tetramethyl-1,3,2-dioxaborolan-2-yl)allyl)oxy)ethoxy)ethoxy) ethyl)carbamate